4-((3-(cyclopropyldifluoromethyl)phenyl)carbamoyl)-5-methyl-2-(4-(3-(pyrrolidin-1-yl)propoxy)phenyl)-1H-imidazole 3-oxide C1(CC1)C(C=1C=C(C=CC1)NC(=O)C=1[N+](=C(NC1C)C1=CC=C(C=C1)OCCCN1CCCC1)[O-])(F)F